COP(=O)(OC)NC(C)(C)C dimethoxyphosphoryl-tert-butylamine